2-acetyl-4,8-dimethoxy-1-naphthol C(C)(=O)C1=C(C2=C(C=CC=C2C(=C1)OC)OC)O